3,9-dimethyl-1,4-dioxaspiro[4.5]decan CC1COC2(O1)CCCC(C2)C